C1=CC=C(C=C1)C2=NC(C(=O)NC3=C2C=C(C=C3)Cl)O The molecule is a 1,4-benzodiazepinone that is 1,3-dihydro-2H-1,4-benzodiazepin-2-one substituted by a chloro group at position 7, a hydroxy group at position 3 and phenyl group at position 5. It has a role as a xenobiotic, an environmental contaminant and an anxiolytic drug. It is a 1,4-benzodiazepinone and an organochlorine compound.